NC1=C(C2=C(S1)C(C(CC2)(C2=CC=CC=C2)CCC=2N=NN(C2C)C)=O)C(=O)N 2-Amino-6-(2-(1,5-dimethyl-1H-1,2,3-triazol-4-yl)ethyl)-7-oxo-6-phenyl-4,5,6,7-tetrahydrobenzo[b]thiophene-3-carboxamide